C(C)(=O)O[C@H]1[C@@H](SC2=CC(=C(C=C2)F)Br)O[C@@H]([C@@H]([C@@H]1N1N=NC(=C1)C=1SC=CN1)OC(C)=O)COC(C)=O 3-bromo-4-fluoro-phenyl 2,4,6-tri-O-acetyl-3-deoxy-3-[4-(2-thiazolyl)-1H-1,2,3-triazol-1-yl]-1-thio-alpha-D-galactopyranoside